C(\C=C(\C)/CCC=C(C)C)CC(C)=O neryl-acetone